C1(=CCCC1)B1OC(C(O1)(C)C)(C)C 2-(cyclopent-1-en-1-yl)-4,4,5,5-Tetramethyl-1,3,2-dioxaborolane